1-(5-((5-chloro-4-(p-tolyl)pyrimidin-2-yl)amino)pyridin-3-yl)pyrrolidin-2-one ClC=1C(=NC(=NC1)NC=1C=C(C=NC1)N1C(CCC1)=O)C1=CC=C(C=C1)C